FC(OC(CCCOC1=C(C=CC=C1)CCC1=CC(=CC=C1)OCF)N(C)C)F (difluoromethoxy)-4-(2-(3-(fluoromethoxy)phenethyl)phenoxy)-N,N-dimethylbutan-1-amine